OC(C(=O)O[O-])CCCCCC\C=C/CCCCCCCC monohydroxyperoxyoleate